bromo-1-methyl-1H-pyrazole-5-carboxylic acid methyl ester COC(=O)C1=CC(=NN1C)Br